FC[C@@H]1CNC[C@@H]1NC (3R,4R)-3-(fluoromethyl)-4-(methylamino)pyrrolidin